ClC[C@@H](CC1(NCC=C1)C(=O)OC)O methyl 2-((R)-3-chloro-2-hydroxypropyl)-2,5-dihydro-1H-pyrrole-2-carboxylate